CN(C1=C(OCSCC2=NNC(N2)=S)C=CC=C1)C 3-[(2-dimethylaminophenoxymethylthio)methyl]-1H-1,2,4-triazole-5(4H)-thione